3,4-dihydroxyazobenzene OC=1C=C(C=CC1O)N=NC1=CC=CC=C1